Cl.S1C(=NC=C1)CCC(=O)N 3-(thiazol-2-yl)propanamide hydrochloride